CC1C=CCCC=CC1C 3,4-dimethyl-1,5-Cyclooctadiene